C(C)(C)(C)C1=C(C=CC=C1)OOC(C)C tert-butyl-isopropyl-peroxybenzene